(R)-N-((R)-1-(2-(2-cyanopropan-2-yl)-3,6-dimethyl-4-oxo-3,4-dihydroquinazolin-8-yl)ethyl)-2-methylpropane-2-sulfinamide C(#N)C(C)(C)C1=NC2=C(C=C(C=C2C(N1C)=O)C)[C@@H](C)N[S@](=O)C(C)(C)C